S1C=NC2=C1C=CC(=C2)NC(=O)[C@H]2CN(CC2)S(=O)(=O)C=2C=C(C1=C(CCO1)C2)I (R)-N-(benzo[d]thiazol-5-yl)-1-((7-iodo-2,3-dihydrobenzofuran-5-yl)sulfonyl)pyrrolidine-3-carboxamide